C(C)OC(=O)C1=C(SC=C1)C(C(C)C)=O 2-isobutyrylthiophene-3-carboxylic acid ethyl ester